3-(5-(5-chloro-1-(oxetan-3-yl)-4-(pyrrolidin-1-ylmethyl)-1H-pyrrolo[2,3-b]pyridin-6-yl)-4-fluoro-1-oxoisoindolin-2-yl)piperidine-2,6-dione ClC=1C(=C2C(=NC1C=1C(=C3CN(C(C3=CC1)=O)C1C(NC(CC1)=O)=O)F)N(C=C2)C2COC2)CN2CCCC2